O1C(C1)[C@H]1N(CCC1)C(=O)OCCCC butyl (2S)-2-(oxiran-2-yl)pyrrolidine-1-carboxylate